CN1C(C2(C3=C1C=NC=1C=CC(=CC31)C=3C=C(C(=NC3)OCCCN3CCN(CC3)C(=O)OC(C)(C)C)NS(=O)(=O)C)CCC2)=O tert-Butyl 4-(3-((5-(3'-methyl-2'-oxo-2',3'-dihydrospiro[cyclobutane-1,1'-pyrrolo[2,3-c]quinolin]-8'-yl)-3-(methylsulfonamido)pyridin-2-yl)oxy)propyl)piperazine-1-carboxylate